bromo(di-secbutyl)phosphine BrP(C(C)CC)C(C)CC